CN1N=CC(=C1C(F)(F)F)CC1CC2(CN(C2)C(=O)N2CC3(C2)CC(C3)C3=NC(=NN3)C3COC3)C1 [6-[[1-methyl-5-(trifluoromethyl)pyrazol-4-yl]methyl]-2-azaspiro[3.3]heptan-2-yl]-[6-[3-(oxetan-3-yl)-1H-1,2,4-triazol-5-yl]-2-azaspiro[3.3]heptan-2-yl]methanone